FC(C=1N=C(NC1)C=O)(F)F 4-(TRIFLUOROMETHYL)-1H-IMIDAZOLE-2-CARBALDEHYDE